N-(4-(4-amino-3-(4-phenoxyphenyl)-1H-pyrazolo[3,4-d]pyrimidin-1-yl)cyclohexyl)-1-methylaminopiperidine-4-carboxamide NC1=C2C(=NC=N1)N(N=C2C2=CC=C(C=C2)OC2=CC=CC=C2)C2CCC(CC2)NC(=O)C2CCN(CC2)NC